5-chloro-3-((3,5-dimethylphenyl)sulfonyl)-N-(4-((2-fluorophenyl)sulfonamido)butyl)-1H-indole-2-carboxamide ClC=1C=C2C(=C(NC2=CC1)C(=O)NCCCCNS(=O)(=O)C1=C(C=CC=C1)F)S(=O)(=O)C1=CC(=CC(=C1)C)C